4-Chloro-2-(1,2-dimethyl-1H-imidazol-4-yl)-5-methyl-6-(1-methyl-1H-pyrazol-3-yl)pyrrolo[2,1-f][1,2,4]triazine ClC1=NC(=NN2C1=C(C(=C2)C2=NN(C=C2)C)C)C=2N=C(N(C2)C)C